ClC1=NC=C(C(=N1)OCC1=C(C=C(C=C1)C=1N(C=C(N1)C(F)(F)F)C)CC(F)(F)F)OC 2-chloro-5-methoxy-4-[[4-[1-methyl-4-(trifluoromethyl)imidazol-2-yl]-2-(2,2,2-trifluoroethyl)phenyl]methoxy]pyrimidine